O=C1N(CCC(N1)=O)N1C(C2=CC=C(C=C2C1=O)CN1CCN(CC1)C=1C2=C(N=CN1)SC=C2C2=CC=CC=C2)=O 2-(2,4-dioxotetrahydropyrimidin-1(2H)-yl)-5-((4-(5-phenylthieno[2,3-d]pyrimidin-4-yl)piperazin-1-yl)methyl)isoindoline-1,3-dione